tert-Butyl N-(7-bromo-1-oxo-2,3,3a,4-tetrahydropyrrolo[2,1-c][1,4]benzoxazin-3-yl)carbamate BrC1=CC2=C(N3C(CO2)C(CC3=O)NC(OC(C)(C)C)=O)C=C1